C(C)[C@@H]1N(C[C@H](N(C1)C(C)C=1C=C2N=CC=NC2=CC1)CC)C=1N(N=C2C1N(C(C=C2)=O)CC2=CC=C(C=C2)OC)C2OCCCC2 ((2S,5R)-2,5-diethyl-4-(1-(quinoxalin-6-yl)ethyl)piperazin-1-yl)-4-(4-methoxybenzyl)-2-(tetrahydro-2H-pyran-2-yl)-2,4-dihydro-5H-pyrazolo[4,3-b]pyridin-5-one